3-(2-(difluoromethoxy)-6-methylpyridin-3-yl)-1-(2-isopropylphenyl)urea FC(OC1=NC(=CC=C1NC(NC1=C(C=CC=C1)C(C)C)=O)C)F